COCCC1=CC(=CC(=C1O)OC)C 2,6-dimethoxyethyl-p-cresol